2-(2,3-bis(2-mercaptoethylthio)propylthio)ethane SCCSC(CSCC)CSCCS